N1CCC(CC1)OC1=CC=C2C(=N1)CN(C2)C2=C(C(NN=C2)=O)C(F)(F)F 5-[2-(Piperidin-4-yloxy)-5H,6H,7H-pyrrolo[3,4-b]pyridin-6-yl]-4-(trifluoromethyl)-2,3-dihydropyridazin-3-one